1-(2-methyl-5-thiazolyl)-2-[3-(trifluoromethyl)-1H-pyrazol-1-yl]-1-propanone hydrazone CC=1SC(=CN1)C(C(C)N1N=C(C=C1)C(F)(F)F)=NN